FCC=1C=CC=C2C=CC=C(C12)B1OC(C(O1)(C)C)(C)C 2-(8-(fluoromethyl)naphthalen-1-yl)-4,4,5,5-tetramethyl-1,3,2-dioxaborolane